NC1=C(C=C(C(=C1)Br)F)CC(=O)NC([2H])([2H])[2H] (2-amino-4-bromo-5-fluorophenyl)-N-(methyl-d3)acetamide